Tert-butyl ((S)-1-((2S,4R)-2-((3-(4-chloro-2-methylphenyl)prop-2-yn-1-yl)carbamoyl)-4-hydroxypyrrolidin-1-yl)-3,3-dimethyl-1-oxobutan-2-yl)carbamate ClC1=CC(=C(C=C1)C#CCNC(=O)[C@H]1N(C[C@@H](C1)O)C([C@H](C(C)(C)C)NC(OC(C)(C)C)=O)=O)C